2-{3-[(4-methanesulfonyl-3-methoxyphenyl)amino]prop-1-yn-1-yl}-N-[1-(2-methoxyethyl)piperidin-4-yl]-1-(2,2,2-trifluoroethyl)-1H-indol-4-amine CS(=O)(=O)C1=C(C=C(C=C1)NCC#CC=1N(C=2C=CC=C(C2C1)NC1CCN(CC1)CCOC)CC(F)(F)F)OC